1-(4-(3-fluoropiperidin-4-yl)phenyl)dihydropyrimidine FC1CNCCC1C1=CC=C(C=C1)N1CNCC=C1